C(C)(C)(C)OC(=O)N1CC2(CC1C(=O)O)CCCC2 2-(tert-butoxycarbonyl)-2-azaspiro[4.4]nonane-3-carboxylic acid